diphenylphosphine ferroceneAt [C-]1(C=CC=C1)C(=O)O.[CH-]1C=CC=C1.[Fe+2].C1(=CC=CC=C1)PC1=CC=CC=C1